FC1=C(C(=C(C(=C1F)F)F)O)S(=O)(=O)NC1=CC(=C(C=C1)OC)F 2,3,4,5-tetrafluoro-N-(3-fluoro-4-methoxyphenyl)-6-hydroxybenzenesulfonamide